3-Mercaptopropane-1,2-diol SCC(CO)O